D,L-Tryptophan N[C@@H](CC1=CNC2=CC=CC=C12)C(=O)O |r|